OC1NC2C(NC1)NCC2 2-hydroxyoctahydropyrrolopyrazine